OC1=CC=C(C=C1)C(C1=CC=C(C=C1)O)C1=CC=C(C=C1)O 1,1,1-tris(p-hydroxyphenyl)methane